tert-butyl 2,2-difluoro-6-(4-(methoxycarbonyl) phenyl)-7-azaspiro[3.5]nonane-7-carboxylate FC1(CC2(C1)CC(N(CC2)C(=O)OC(C)(C)C)C2=CC=C(C=C2)C(=O)OC)F